C1(CC1)C1C(NC=2C(=CC=C3C2N1C(=C3)C(=O)OCC)S(=O)(=O)C)=O ethyl 3-cyclopropyl-9-(methylsulfonyl)-2-oxo-2,3-dihydro-1H-pyrrolo[1,2,3-de]quinoxaline-5-carboxylate